N-((3R,4S,6R)-4-azido-6-((S)-1-(4-fluorophenyl)-1,2,3,4-tetrahydroisoquinoline-2-carbonyl)tetrahydro-2H-pyran-3-yl)-N-methylpropionamide N(=[N+]=[N-])[C@@H]1[C@H](CO[C@H](C1)C(=O)N1[C@H](C2=CC=CC=C2CC1)C1=CC=C(C=C1)F)N(C(CC)=O)C